N-(3-(chloromethyl)-1,2,4-thiadiazol-5-yl)-5-(3-cyanophenyl)furan-3-carboxamide ClCC1=NSC(=N1)NC(=O)C1=COC(=C1)C1=CC(=CC=C1)C#N